C1=CC=CC=2C3=CC=CC=C3C(C12)COC(=O)N[C@H](C(=O)O)CC(C)C (2S)-2-(9H-fluoren-9-ylmethoxycarbonylamino)-4-methylpentanoic acid